N-(2,4-difluorobenzyl)-8-oxo-5,6,7,8-tetra-hydroquinoline-5-carboxamide FC1=C(CNC(=O)C2C=3C=CC=NC3C(CC2)=O)C=CC(=C1)F